C(CCC)N1C=NC=C1 1-Butyl-Imidazole